N-[2-(2-chlorophenyl)-3-(4-chlorophenyl)-5,6,7,8-tetrahydrooxepino[3,2-c]pyrazol-8-yl]pyridine-3-carboxamide ClC1=C(C=CC=C1)N1N=C2C(=C1C1=CC=C(C=C1)Cl)OCCCC2NC(=O)C=2C=NC=CC2